C1(=CC=CC=C1)C(N)C(O)C(=O)O 3-phenylisoserine